[OH-].[V+3].[OH-].[OH-] vanadium(III) hydroxide